CN1SC=CC1=O methyl-isothiazol-3(2H)-one